SODIUM TRIACETOXYBOROHYDRIDE C(C)(=O)O[BH-](OC(C)=O)OC(C)=O.[Na+]